3-triisopropylsilyloxy-16-(phenylsulfinyl)-estra-1,3,5(10)-trien-17-one C(C)(C)[Si](OC1=CC=2CC[C@H]3[C@@H]4CC(C([C@@]4(C)CC[C@@H]3C2C=C1)=O)S(=O)C1=CC=CC=C1)(C(C)C)C(C)C